CC(=O)C=O The molecule is a 2-oxo aldehyde derived from propanal. It has a role as a human metabolite, a Saccharomyces cerevisiae metabolite, an Escherichia coli metabolite and a mouse metabolite. It is a 2-oxo aldehyde and a member of propanals.